C(C1=CC=CC=C1)OCC=1C=C(C=CC1)NC(=O)C=1C=C(C=CC1)C=1C=NC(=C(C(=O)OC)C1)C methyl 5-(3-((3-((benzyloxy)methyl)phenyl)carbamoyl)phenyl)-2-methylnicotinate